N1[C@H](CC1)CN1N=CC=C1 (R)-1-(azetidin-2-ylmethyl)-1H-pyrazole